FC1=CC=C(C=N1)CC=1C(C2=CC=CC=C2C(C1C)=O)=O 2-((6-fluoropyridin-3-yl)methyl)-3-methylnaphthalene-1,4-dione